1-Phenyl-1,2-propanedione-2-[O-(ethoxycarbonyl) oxime] C(C)OC(=O)ON=C(C(=O)C1=CC=CC=C1)C